t-butoxy-(3-chloropropyl)dimethylsilane C(C)(C)(C)O[Si](C)(C)CCCCl